2-(3'-tert-butyl-5'-n-butyl-2'-hydroxyphenyl)benzotriazole C(C)(C)(C)C=1C(=C(C=C(C1)CCCC)N1N=C2C(=N1)C=CC=C2)O